4'-(difluoromethyl)-2',3'-dihydrospiro[cyclohexane-1,1'-indene]-3-one FC(C1=C2CCC3(C2=CC=C1)CC(CCC3)=O)F